(R)-N-(2-(difluoromethoxy)phenyl)-9-methyl-6-oxo-6,7,8,9-tetrahydropyrido[3',2':4,5]pyrrolo[1,2-a]pyrazine-2-carboxamide FC(OC1=C(C=CC=C1)NC(=O)C=1C=CC=2C=C3N([C@@H](CNC3=O)C)C2N1)F